(3S,4S) or (3R,4S)-1-(3-chlorophenethyl)-3-((4-(methylsulfonyl)phenoxy)methyl)piperidin-4-ol ClC=1C=C(CCN2C[C@H]([C@H](CC2)O)COC2=CC=C(C=C2)S(=O)(=O)C)C=CC1 |o1:8|